NC1=NC2=C(C=CC=C2C(=N1)C=1N=NN(C1)CC1=CC=CC(=N1)C(C)(C)O)C 2-(6-{[4-(2-amino-8-methylquinazolin-4-yl)-1H-1,2,3-triazol-1-yl]methyl}pyridin-2-yl)propan-2-ol